3-[(2R)-2-(benzyloxy)hex-4-ynoyl]-4-(prop-2-yl)-1,3-oxazolidin-2-one C(C1=CC=CC=C1)O[C@@H](C(=O)N1C(OCC1C(C)C)=O)CC#CC